C(C)(C)C=1C2=CC(=C(C(=C2C=C(C1OC)OC)CC(=O)O)C=1C(=C2C=C(C(=C(C2=CC1C)C(C)C)OC)OC)CC(=O)O)C 5,5'-diisopropyl-6,6',7,7'-tetramethoxy-3,3'-dimethyl-[2,2'-binaphthalene]-1,1'-diacetic acid